6-[(2-chloro-5-fluoropyrimidin-4-yl)amino]-2,2-dimethyl-3,4-dihydro-2H-pyrido[3,2-b][1,4]oxaazepin-3-one ClC1=NC=C(C(=N1)NN1C=CC=C2OC(C(CN=C21)=O)(C)C)F